C1(CC1)[C@H](C(C)(C)O)N1C(C2=C(C=CC=C2C1)\C=C\C1=C2C(=NC=C1)CCC2)=O |o1:3| (R or S)-(E)-2-(1-Cyclopropyl-2-hydroxy-2-methylpropyl)-7-(2-(6,7-dihydro-5H-cyclopenta[b]pyridin-4-yl)vinyl)isoindolin-1-one